FC(OC=1C=CC(=C(CN2N=C(N=N2)C2=CC=CC(=N2)[C@@](CS(=O)(=O)N)(C)O)C1)F)F (R)-2-(6-(2-(5-(difluoromethoxy)-2-fluorobenzyl)-2H-tetrazol-5-yl)pyridin-2-yl)-2-hydroxy-propane-1-sulfonamide